((1S,3S)-3-((7-cyano-5-(pentan-3-ylamino)-2,6-naphthyridin-3-yl)amino)cyclopentyl)carbamic acid tert-butyl ester C(C)(C)(C)OC(N[C@@H]1C[C@H](CC1)NC=1N=CC2=CC(=NC(=C2C1)NC(CC)CC)C#N)=O